(4-(5-bromo-6-methylpyridin-2-yl)-1-((trimethylsilyl)methyl)-1H-1,2,3-triazol-5-yl)methanol BrC=1C=CC(=NC1C)C=1N=NN(C1CO)C[Si](C)(C)C